4-((1R,5S)-3,8-diazabicyclo[3.2.1]octan-3-yl)-8-fluoro-2-((tetrahydro-1H-pyrrolizin-7a(5H)-yl)methoxy)-7-(5-(trifluoromethyl)-1H-indol-3-yl)quinazoline [C@H]12CN(C[C@H](CC1)N2)C2=NC(=NC1=C(C(=CC=C21)C2=CNC1=CC=C(C=C21)C(F)(F)F)F)OCC21CCCN1CCC2